C(CCCCCCCCCCCCCCCCC)C([C@H](NC(=O)OC(C)(C)C)C(=O)O)(C(=O)O)CCCCCCCCCCCCCCCCCC.C1(=CC=CC=C1)C(O)C=1C2=CC=CC3=CC=C4C=CC=C(C1)C4=C32 phenyl-(pyren-4-yl)methanol dioctadecyl-(tert-butoxycarbonyl)-L-aspartate